C(C)OC(=O)C=1C(=C(N2C=C(C=C2C1)C1=CC=C(C=C1)OC)C(C)=O)C 5-acetyl-6-methyl-2-(4-methoxyphenyl)indolizine-7-carboxylic acid ethyl ester